ClC1=CC2=C(C(=CO2)CC=CC2CCNCC2)C(=C1)C1=C2C(=NC=C1)C=C(S2)CN2C(C1C(C1C2=O)(C)C)=O 3-((7-(6-chloro-3-(piperidin-4-ylethenylmethyl)benzofuran-4-yl)thieno[3,2-b]pyridin-2-yl)methyl)-6,6-dimethyl-3-azabicyclo[3.1.0]hexane-2,4-dione